C(CCCC)C1=CC=C(C=C1)C1=CC=C(C=C1)C#N 4'-Pentyl-4-biphenylcarbonitrile